C(#N)C1=CC=C2C=3C(C4=C(C(C3NC2=C1)(C)C)C=C(C(=C4)CC)N4CCN(CC4)C(CCCN4CC(C(CC4)(C)C)NC(OC(C)(C)C)=O)=O)=O tert-butyl N-{1-[4-(4-{3-cyano-9-ethyl-6,6-dimethyl-11-oxo-5H,6H,11H-benzo[b]carbazol-8-yl}piperazin-1-yl)-4-oxobutyl]-4,4-dimethylpiperidin-3-yl}carbamate